C1(CC1)NC1(CCCCC1)CNC(C1=CC=C(C=C1)C#CC1=CC=C(C=C1)F)=O N-((1-(cyclopropylamino)cyclohexyl)methyl)-4-((4-fluorophenyl)ethynyl)benzamide